Cl.N[C@H]1C[C@H](CCCC1)O cis-3-aminocycloheptanol hydrochloride